C(C#C)OC1CN(CC1)C(=O)OC(C)(C)C tert-butyl 3-prop-2-ynoxypyrrolidine-1-carboxylate